N1C(=NC2=C1C=CC=C2)C2=CC(=NN2C)NC(=O)C=2C=NC(=CC2)N2CCN(CC2)C N-[5-(1H-benzimidazol-2-yl)-1-methyl-pyrazol-3-yl]-6-(4-methylpiperazin-1-yl)pyridine-3-carboxamide